CC1=C(C(=CC=C1)C)C(C(=N)C1=C(C=CC=C1C)C)=N bis(2,6-dimethylphenyl)ethane-1,2-diimine